COC1=CC2=C(OCCN2)C=C1N1N=C(C=2C=NC(=CC21)C=2C=NN1C2N=CC=C1)C(=O)NCCN1CCC2(CCC(O2)=O)CC1 1-(6-methoxy-3,4-dihydro-2H-benzo[b][1,4]oxazin-7-yl)-N-(2-(2-oxo-1-oxa-8-azaspiro[4.5]decan-8-yl)ethyl)-6-(pyrazolo[1,5-a]pyrimidin-3-yl)-1H-pyrazolo[4,3-c]pyridine-3-carboxamide